tert-Butyl 4-(8-{2-[ethyl(isopropyl)carbamoyl]-4-fluorophenyl}imidazo[1,5-a]pyridin-6-yl)piperidine-1-carboxylate C(C)N(C(=O)C1=C(C=CC(=C1)F)C=1C=2N(C=C(C1)C1CCN(CC1)C(=O)OC(C)(C)C)C=NC2)C(C)C